COC=1C=C(C=CC1)NS(=O)=O.[Na] sodium N-(3-methoxyphenyl)sulphonamide